ClC1=CC=C(C(=N)NC2=CC=NC=C2)C=C1 4-chloro-N-(4-pyridyl)benzamidine